3-[2-[4-(trifluoromethyl)anilino]-3-pyridyl]-4H-1,2,4-oxadiazol-5-one FC(C1=CC=C(NC2=NC=CC=C2C2=NOC(N2)=O)C=C1)(F)F